4'-azidoadenosine N(=[N+]=[N-])[C@]1([C@H]([C@H]([C@@H](O1)N1C=NC=2C(N)=NC=NC12)O)O)CO